C(#C)[C@@H]1N([C@H]2CC[C@@H]1C2)C(=O)OC(C)(C)C tert-butyl (1S,3R,4R)-3-ethynyl-2-azabicyclo[2.2.1]heptane-2-carboxylate